N-[4-[[[4-(1H-imidazol-1-ylmethyl)phenyl]amino]methyl]phenyl]-acetamide N1(C=NC=C1)CC1=CC=C(C=C1)NCC1=CC=C(C=C1)NC(C)=O